3-[5-(trifluoromethyl)pyridin-2-yl]-1,2,4-oxadiazol FC(C=1C=CC(=NC1)C1=NOC=N1)(F)F